1-(3-(((1S,4R,5R)-4-hydroxy-2-methyl-3-oxo-2-azabicyclo[3.1.0]hexan-4-yl)ethynyl)phenyl)-7-methoxyimidazo[1,5-a]pyridine-3-carboxamide O[C@@]1(C(N([C@H]2C[C@@H]12)C)=O)C#CC=1C=C(C=CC1)C=1N=C(N2C1C=C(C=C2)OC)C(=O)N